O=C1NC(CCC1N1C(C2=CC=CC(=C2C1=O)NC(CN1N=NC(=C1)CCCCN1CCNCC1)=O)=O)=O 4-(4-(1-(2-((2-(2,6-dioxo-piperidine-3-yl)-1,3-dioxoisoindoline-4-yl)amino)-2-oxoethyl)-1H-1,2,3-triazole-4-yl)butyl)piperazine